N1C(=NC2=C1C=CC=C2)C(C(Cl)Cl)=O 1-(1H-benzimidazol-2-yl)-2,2-dichloroethanone